2-(2-(2-bromophenyl)-2-oxoethyl)-4H-benzo[d][1,3]oxathiin-4-one BrC1=C(C=CC=C1)C(CC1OC(C2=C(S1)C=CC=C2)=O)=O